ClC1=CC(=C(COC2=NC=C(C(=N2)N2CCC3(CC3C3=NC4=C(N3CC=3OC=CN3)C=C(C=C4)C(=O)O)CC2)F)C=C1)F 2-(6-{2-[(4-chloro-2-fluorobenzyl)oxy]-5-fluoropyrimidin-4-yl}-6-azaspiro[2.5]oct-1-yl)-1-(1,3-oxazol-2-ylmethyl)-1H-benzimidazole-6-carboxylic acid